sn-glycero-3-phosphorylethanolamine OC[C@@H](O)COP(=O)(O)OCCN